ClC=1C(=CC2=C(NC(=N2)C(CC(=O)N)C2=CC=C(C=C2)S(=O)(=O)CC2CC2)C1)C1=C(C=CC=C1)OC(C)C 3-(6-chloro-5-(2-isopropoxyphenyl)-1H-benzo[d]imidazol-2-yl)-3-(4-((cyclopropylmethyl)sulfonyl)phenyl)propionamide